(3R)-N-{5-[4-chloro-2-(trifluoromethyl)phenyl]-1H-indazol-3-yl}piperidine-3-carboxamide hydrochloride Cl.ClC1=CC(=C(C=C1)C=1C=C2C(=NNC2=CC1)NC(=O)[C@H]1CNCCC1)C(F)(F)F